[Cl-].OCC[N+]1(C=NCC1)C=CCCCCCCCCCCCCCCCC 1-(2-hydroxyethyl)-1-octadecenyl-imidazolinium chloride